FC=1C=C(C=NC1)C1=CC(=NC(=C1)C)C#N 5-Fluoro-6'-methyl-[3,4'-bipyridine]-2'-carbonitrile